C(C)N1C(C2=C(C=C1C(F)(F)F)N=C(N2C)C2=C(C=C(C=N2)OC(C#N)(C)C)S(=O)(=N)CC)=O 2-[[6-[5-ethyl-3-methyl-4-oxo-6-(trifluoromethyl)imidazo[4,5-c]pyridin-2-yl]-5-(ethylsulfonimidoyl)-3-pyridyl]oxy]-2-methyl-propanenitrile